1-METHYLINDAZOLE-7-BORONIC ACID CN1N=CC2=CC=CC(=C12)B(O)O